ytterbium-gold [Au].[Yb]